NC1CN(CC(C1)O)C(=O)C1=CC=C2N=CC(=NC2=C1)C=1C=C2C=CN(C(C2=CC1)=O)C 6-(7-((3-amino-5-hydroxy-1-piperidinyl)carbonyl)-2-quinoxalinyl)-2-methyl-1(2H)-isoquinolinone